[NH4+].[NH4+].[Ti+4] titanium diammonium salt